(R,Z)-1-((5-(2-chlorophenyl)-1-methyl-2-oxo-1,2-dihydropyridin-4-yl)sulfonyl)-4-fluoro-N-(4-(methylsulfonyl)but-3-en-2-yl)piperidine-4-carboxamide ClC1=C(C=CC=C1)C=1C(=CC(N(C1)C)=O)S(=O)(=O)N1CCC(CC1)(C(=O)N[C@H](C)\C=C/S(=O)(=O)C)F